5-chloro-3-((3,5-dimethylphenyl)sulfonyl)-N-(5-((4-methylphenyl)sulfonamido)pentyl)-1H-indole-2-carboxamide ClC=1C=C2C(=C(NC2=CC1)C(=O)NCCCCCNS(=O)(=O)C1=CC=C(C=C1)C)S(=O)(=O)C1=CC(=CC(=C1)C)C